FC1=C(OC2=C3C(=NC=C2)NC=C3C=3C=CC(=C(C#N)C3)OC(C)C)C(=CC(=C1)NC=1OC[C@@](CN1)(CO)F)F |r| (+/-)-5-[4-(2,6-difluoro-4-{[5-fluoro-5-(hydroxymethyl)-5,6-dihydro-4H-1,3-oxazin-2-yl]amino}phenoxy)-1H-pyrrolo[2,3-b]pyridin-3-yl]-2-(propan-2-yloxy)benzonitrile